C(C1=CC=CC=C1)OC(=O)N[C@@H]1CN(CCC(C1)O)C(=O)OCC1=CC=CC=C1 benzyl (3S)-3-(((benzyloxy)carbonyl)amino)-5-hydroxyazepane-1-carboxylate